BrC1=C(C=CC=C1)CCNS(=O)(=O)C1=C(C=C(C=C1C)C)C N-[2-(2-bromophenyl)ethyl]-2,4,6-trimethylbenzene-1-sulfonamide